C=C(C)C1=NN(C2=CC=CC=C12)C1OCCCC1 3-(Prop-1-en-2-yl)-1-(tetrahydro-2H-pyran-2-yl)-1H-indazol